(2S)-neopentyl 2-(((4-nitrophenoxy)(phenoxy)phosphoryl)amino)propanoate [N+](=O)([O-])C1=CC=C(OP(=O)(OC2=CC=CC=C2)N[C@H](C(=O)OCC(C)(C)C)C)C=C1